2-(Bis(t-Butoxycarbonyl)amino)-1-(3-methoxy-2,6-dimethylphenyl)-5,6-dimethyl-1H-pyrrolo[2,3-b]pyridine-3-carboxylic acid benzyl ester C(C1=CC=CC=C1)OC(=O)C1=C(N(C2=NC(=C(C=C21)C)C)C2=C(C(=CC=C2C)OC)C)N(C(=O)OC(C)(C)C)C(=O)OC(C)(C)C